2-(4-(5-(3,5-difluorophenyl)-4,5-dihydro-1H-pyrazole-1-carbonyl)piperazin-1-yl)pyrimidine-4-carboxamide dimethyltetrahydro-2H,4H-[1,3]dioxolo[4,5-c]pyran-6-carboxylate CC1(OC2C(COC(C2)C(=O)O)O1)C.FC=1C=C(C=C(C1)F)C1CC=NN1C(=O)N1CCN(CC1)C1=NC=CC(=N1)C(=O)N